(2R,4R)-1-(3-chloro-2-fluorobenzyl)-4-((5-fluoro-6-((5-methyl-1H-pyrazol-3-yl)amino)-4-(3-meth-yloxetan-3-yl)pyridin-2-yl)meth-yl)-2-methylpiperidine-4-carboxylic acid ClC=1C(=C(CN2[C@@H](C[C@@](CC2)(C(=O)O)CC2=NC(=C(C(=C2)C2(COC2)C)F)NC2=NNC(=C2)C)C)C=CC1)F